CSC1=CC=C(C=C1)C1=CC=C(C=C1)C(=O)C1=CC=C(C=C1)C1=CC=C(C=C1)SC 4-(4-methylthiophenyl)-phenylketone